FC(COC1=NC(=NN2C1=C(C=C2)C=2C=C1N=CC=NC1=CC2)N[C@H]2CC[C@H](CC2)NC(C)=O)F N-(cis-4-((4-(2,2-difluoroethoxy)-5-(quinoxalin-6-yl)pyrrolo[2,1-f][1,2,4]triazin-2-yl)amino)cyclohexyl)acetamide